ClC=1C=C(C=C(C1)F)[C@@H]1N(OCC1)C1=CC(=NC=N1)NC=1C(=CC(=C(C1)NC(C=C)=O)N(C)CCN(C)C)OC N-(5-((6-((R)-3-(3-chloro-5-fluorophenyl)isoxazolidine-2-yl)pyrimidine-4-yl)amino)-2-((2-(dimethylamino)ethyl)(methyl)amino)-4-methoxyphenyl)acrylamide